The molecule is a member of the juvenile hormone family of compounds that is the methyl ester of methyl (2E,6E,10R,11S)-10,11-epoxy-7-ethyl-3,11-dimethyl-2,6-tridecanoic acid. It is an enoate ester, an epoxide, a fatty acid methyl ester and a juvenile hormone. CC/C(=C\\CC/C(=C/C(=O)OC)/C)/CC[C@@H]1[C@](O1)(C)CC